C(C1=CC=CC=C1)OC=1C=CC2=C(C(=C(O2)C)C(=O)NCC2=NC=CN=C2)C1 5-(benzyloxy)-2-methyl-N-(pyrazin-2-ylmethyl)benzofuran-3-carboxamide